imidazole compound with urea NC(=O)N.N1C=NC=C1